(R)-2-phenyldecan-2-ol C1(=CC=CC=C1)[C@@](C)(CCCCCCCC)O